(S)-6-bromo-2-methyl-1,2,3,4-tetrahydroquinolin BrC=1C=C2CC[C@@H](NC2=CC1)C